FC=1C=C(C=C(C1)F)NC(NC1=C(C(=O)NCCCO)C=CC(=C1)OC)=O 2-[3-(3,5-difluorophenyl)ureido]-4-methoxy-N-(3-hydroxy-propyl)benzamide